(5aR,5bS,7aS,8S,10aS,10bR,12aR)-2-(4-chlorophenyl)-5a,7a-dimethyl-5,5a,5b,6,7,7a,8,9,10,10a,10b,11,12,12a-tetradecahydro-4H-cyclopenta[7,8]phenanthro[2,1-d]thiazol-8-ol ClC1=CC=C(C=C1)C=1SC2=C(N1)CC[C@@]1([C@H]3CC[C@]4([C@H]([C@@H]3CC[C@H]12)CC[C@@H]4O)C)C